pentaerythritol tetra(2-mercaptoisobutyrate) SC(C(=O)OCC(COC(C(C)(C)S)=O)(COC(C(C)(C)S)=O)COC(C(C)(C)S)=O)(C)C